BrC=1C(=NN(C1C)C)[C@H](O)C1CC1 |r| (rac)-(4-bromo-1,5-dimethyl-1H-pyrazol-3-yl)(cyclopropyl)methanol